1-(3-Fluoropyridin-4-yl)-7-methoxy-3-methyl-8-(1H-pyrazol-4-yl)-1,3-dihydroimidazo[4,5-c]quinolin-2-one FC=1C=NC=CC1N1C(N(C=2C=NC=3C=C(C(=CC3C21)C=2C=NNC2)OC)C)=O